((3-(difluoromethyl)-2-formylphenyl)amino)-4,5-difluoro-benzoic acid methyl ester COC(C1=C(C=C(C(=C1)F)F)NC1=C(C(=CC=C1)C(F)F)C=O)=O